thiophene-2-carboxylate hydrate O.S1C(=CC=C1)C(=O)O